C(C)(=O)O[C@@H]1[C@@H]([C@H]([C@@H](O[C@H]1OC1=CC=C(C=C1)C(\C=C/C1=CC=CC=C1)=O)COC(C)=O)O[C@H]1O[C@H]([C@@H]([C@H]([C@@H]1OC(C)=O)OC(C)=O)OC(C)=O)COC(C)=O)CC(=O)O 2-[(2S,3R,4R,5R,6S)-5-Acetyloxy-2-(acetyloxymethyl)-6-[4-[(Z)-3-phenylprop-2-enoyl]phenoxy]-3-[(2S,3S,4R,5S,6S)-3,4,5-triacetyloxy-6-(acetyloxymethyl)oxan-2-yl]oxyoxan-4-yl]acetic acid